CC(C)CCC[C@@H](C)[C@H]1CC[C@H]2[C@@H]3CC=C4CCCC[C@]4(C)[C@H]3CC[C@]12C cholest-5(6)-ene